6-acetyl-8-cyclopentyl-5-methyl-2-[[5-(1-piperazinyl)-2-pyridinyl]amino]pyrido[2,3-d]pyrimidin-7(8H)-one C(C)(=O)C1=C(C2=C(N=C(N=C2)NC2=NC=C(C=C2)N2CCNCC2)N(C1=O)C1CCCC1)C